myristyl-dimethyl-acetic acid C(CCCCCCCCCCCCC)C(C(=O)O)(C)C